COC1=CC2=C(C(OCCC2C2=CC=CC=C2)CNC)C=C1 1-(7-methoxy-5-phenyl-1,3,4,5-tetrahydrobenzo[C]oxepin-1-yl)-N-methyl-methylamine